O-Pinacolyl methylphosphonofluoridate CP(OC(C)C(C)(C)C)(=O)F